N[C@H]1CS(C2=C(N(C1=O)CC=1C=NC(=CC1)C1=CC=C(C=C1)C(F)(F)F)C=C(C=C2)C=2OC(=NN2)C21CNCC(C2)C1)(=O)=O (3R)-3-amino-7-[5-(3-azabicyclo[3.1.1]heptan-1-yl)-1,3,4-oxadiazol-2-yl]-1,1-dioxo-5-[[6-[4-(trifluoromethyl)phenyl]-3-pyridinyl]methyl]-2,3-dihydro-1λ6,5-benzothiazepine-4-One